C1(CC1)C(=O)N1CCC(CC1)C1=CC(=C(C=C1)N[C@H]1CCC2=CC=CC(=C12)C1=CC=CC(=N1)N1N=CC=C1C)C (S)-1-(6-(3-((4-(1-(cyclopropanecarbonyl)piperidin-4-yl)-2-methylphenyl)amino)-2,3-dihydro-1H-inden-4-yl)pyridin-2-yl)-5-methyl-1H-pyrazole